2-(4-chlorophenyl)-5-(6-chlorophenyl)-4-(3,4-dimethoxyphenyl)-imidazole ClC1=CC=C(C=C1)C=1NC(=C(N1)C1=CC(=C(C=C1)OC)OC)C1=CC=CC=C1Cl